(2,6-dimethyl-1,2,3,4-tetrahydro-2-naphthyl)methanone methyl-5-(2,4-dimethoxybenzyl)-3-methyl-5,6-dihydro-4H-thieno[2,3-c]pyrrole-2-carboxylate COC(=O)C1=C(C2=C(CN(C2)CC2=C(C=C(C=C2)OC)OC)S1)C.CC1(CC2=CC=C(C=C2CC1)C)C=O